ClC1=C2N(C=NC2=NC=N1)C([2H])([2H])[2H] 6-chloro-7-(trideuteromethyl)purine